1,2,3,5-tetramethylethylbenzene CC(CC)C1=CC(=CC(=C1)C)C